1,3,5-tris(2-methacryloyloxyethyl)-s-triazine C(C(=C)C)(=O)OCCN1CN(CN(C1)CCOC(C(=C)C)=O)CCOC(C(=C)C)=O